(S)-3-(3'-ethoxy-4'-(7-oxo-6,7-dihydro-3H-[1,2,3]triazolo[4,5-d]pyrimidin-5-yl)-[1,1'-biphenyl]-3-yl)-2-hydroxypropionic acid C(C)OC=1C=C(C=CC1C=1NC(C2=C(N1)NN=N2)=O)C2=CC(=CC=C2)C[C@@H](C(=O)O)O